2-tert-butoxycarbonylamino-3-phenylpropionaldehyde C(C)(C)(C)OC(=O)NC(C=O)CC1=CC=CC=C1